7-[(2-methoxyethyl)amino]-1,6-dimethyl-4-[4-(5-methyl-1,3-benzoxazol-2-yl)piperidin-1-yl]-2-oxo-1,2-dihydroquinoline-3-carbonitrile COCCNC1=C(C=C2C(=C(C(N(C2=C1)C)=O)C#N)N1CCC(CC1)C=1OC2=C(N1)C=C(C=C2)C)C